CN1CCN(CC1)C(=O)C=1C=C(OCCN2CCN(CC2)C(=O)OC(C)(C)C)C=C(C1)C(NC=1SC=C(N1)C1=NC=CC=C1)=O tert-butyl 4-(2-(3-(4-methylpiperazine-1-carbonyl)-5-((4-(pyridin-2-yl)thiazol-2-yl)carbamoyl)phenoxy)ethyl)piperazine-1-carboxylate